ClC1=CN=C2C(=NC(=NN21)C2=C(C=CC=C2F)F)C2(CCC(CC2)NCCCF)N 1-(7-chloro-2-(2,6-difluorophenyl)imidazo[2,1-f][1,2,4]triazin-4-yl)-N4-(3-fluoropropyl)cyclohexane-1,4-diamine